tert-Butyl 4-(3-(2,6-difluoropyridin-4-yl)-7-ethoxyimidazo[1,2-a]pyridin-6-yl)-4-fluoropiperidine-1-carboxylate FC1=NC(=CC(=C1)C1=CN=C2N1C=C(C(=C2)OCC)C2(CCN(CC2)C(=O)OC(C)(C)C)F)F